(2R)-1-(3-{3-[1-(4-amino-3-methyl-1H-pyrazolo[3,4-d]pyrimidin-1-yl)ethyl]-5-chloro-2-methoxy-6-methylphenyl}azetidin-1-yl)propan-2-ol NC1=C2C(=NC=N1)N(N=C2C)C(C)C=2C(=C(C(=C(C2)Cl)C)C2CN(C2)C[C@@H](C)O)OC